1-(4-(Bicyclo[4.2.0]octa-1(6),2,4-trien-2-yl)piperidin-1-yl)-2-(3-(4-hydroxypiperidin-1-carbonyl)-5,6-dihydrocyclopenta[c]pyrazol-1(4H)-yl)ethanon C1=2C(=CC=CC2CC1)C1CCN(CC1)C(CN1N=C(C2=C1CCC2)C(=O)N2CCC(CC2)O)=O